2-(3-ethoxy-2-fluorophenyl)-5-(1H-pyrrolo[2,3-b]pyridin-4-yl)-1H-pyrrole-3-carboxamide C(C)OC=1C(=C(C=CC1)C=1NC(=CC1C(=O)N)C1=C2C(=NC=C1)NC=C2)F